CC=1OC2=C(N1)C=CC(=C2)S(=O)(=O)N2CC(OCC2)C2=C(SC1=C2C=CC=C1)C(=O)N [4-[(2-methyl-1,3-benzoxazol-6-yl)sulfonyl]morpholin-2-yl]benzothiophene-2-carboxamide